[N+](=O)([O-])C1=NC=C(C=C1OC(C(=O)O)C)C1=CC=C(C=C1)C 2-((2-nitro-5-(4-methylphenyl)pyridin-3-yl)oxy)propionic acid